1,7-diamino-3-methylheptane NCCC(CCCCN)C